benzyl N-(dimethylcarbamoyl)-N-methyl-L-valinate CN(C(=O)N([C@@H](C(C)C)C(=O)OCC1=CC=CC=C1)C)C